The molecule is an organic sulfide that consists of 1,3-benzothiazole-2-thiol in which the hydrogen attached to the sulfur atom is replaced by a 5-[(1E)-3-amino-2-cyano-3-oxoprop-1-en-1-yl]-2-hydroxy-3-methoxybenzyl group. It acts as an epidermal growth factor receptor antagonist. It has a role as an epidermal growth factor receptor antagonist. It is an enamide, a nitrile, a member of phenols, an aromatic ether, a member of benzothiazoles, an organic sulfide and a primary carboxamide. It derives from a 1,3-benzothiazole-2-thiol. COC1=CC(=CC(=C1O)CSC2=NC3=CC=CC=C3S2)/C=C(\\C#N)/C(=O)N